5-bromo-6-isopropoxy-2-(1-(methoxymethyl)-2-oxabicyclo[2.1.1]hexan-4-yl)-2H-indazole BrC1=CC2=CN(N=C2C=C1OC(C)C)C12COC(C1)(C2)COC